CC[C@@H]1[C@H](/C=C(/C=C/C(=O)[C@@H](C[C@@H]([C@@H]([C@H]([C@@H](CC(=O)O1)O)C)O[C@H]2[C@@H]([C@H]([C@@H]([C@H](O2)C)O[C@H]3C[C@@]([C@H]([C@@H](O3)C)O)(C)O)N(C)C)O)CC=O)C)\\C)CO[C@H]4[C@@H]([C@@H]([C@@H]([C@H](O4)C)O)OC)OC The molecule is a macrolide antibiotic that is tylonolide having mono- and diglycosyl moieties attached to two of its hydroxy groups. It is found naturally as a fermentation product of Streptomyces fradiae. It has a role as a bacterial metabolite, an allergen, a xenobiotic and an environmental contaminant. It is an aldehyde, a disaccharide derivative, an enone, a leucomycin, a monosaccharide derivative and a macrolide antibiotic. It derives from a tylactone. It is a conjugate base of a tylosin(1+).